BrC=1C(=C(C(=CC1)Cl)C(C)=O)F 1-(3-bromo-6-chloro-2-fluorophenyl)ethanone